FC1=C(C(=CC(=C1)C1N(CCC1)C)C)N1N=C(C=2C1=CN=CC2)C=2C=NN(C2)C (2-fluoro-6-methyl-4-(1-methylpyrrolidin-2-yl)phenyl)-3-(1-methyl-1H-pyrazol-4-yl)-1H-pyrazolo[3,4-c]pyridine